dimethyl racemic-(E)-2-(Trans)-(3-((2-fluorocyclopropyl)amino)allylidene)malonate F[C@H]1[C@@H](C1)N/C=C/C=C(C(=O)OC)C(=O)OC